ethyl 2-[[3-(diethylamino)propyl]amino]-1,3-thiazole-4-carboxylate C(C)N(CCCNC=1SC=C(N1)C(=O)OCC)CC